C(C)S(=O)(=O)C1=C(N=C2N1C=C(C=C2)C(F)(F)F)C2=NC=1C(=NC=C(C1)C(F)(F)F)N2C 2-[3-ethylsulfonyl-6-(trifluoro-methyl)imidazo[1,2-a]pyridin-2-yl]-3-methyl-6-(trifluoromethyl)imidazo[4,5-b]pyridine